(S)-4-((2-methoxyethyl)(4-(5,6,7,8-tetrahydro-1,8-naphthyridin-2-yl)butyl)amino)-2-((2-methyl-6-(trifluoromethyl)pyrimidin-4-yl)amino)butanoic acid COCCN(CC[C@@H](C(=O)O)NC1=NC(=NC(=C1)C(F)(F)F)C)CCCCC1=NC=2NCCCC2C=C1